C(C)OC1=CC(=NN1C)C(=O)OCC ethyl 5-ethoxy-1-methyl-1H-pyrazole-3-carboxylate